tert-Butyl N-[1-(3-methylquinoxalin-2-yl)azetidin-3-yl]carbamate CC=1C(=NC2=CC=CC=C2N1)N1CC(C1)NC(OC(C)(C)C)=O